2-(3-{6-[3-(2-hydroxyphenyl)thieno[2,3-c]pyridazin-6-yl]-2-azaspiro[3.3]heptan-2-yl}-1,2-oxazol-5-yl)-3-methylbutanoic acid OC1=C(C=CC=C1)C1=CC2=C(N=N1)SC(=C2)C2CC1(CN(C1)C1=NOC(=C1)C(C(=O)O)C(C)C)C2